4-fluoro-2-[2-({[3-fluoro-1-(3-fluoro(2-pyridyl))cyclobutyl]methyl}amino)pyrimidin-5-yl]benzamide FC1=CC(=C(C(=O)N)C=C1)C=1C=NC(=NC1)NCC1(CC(C1)F)C1=NC=CC=C1F